propyl-orthopropionic acid C(CC)C(C(O)(O)O)C